tert-Butyl 3-fluoro-2-(2-(hydroxymethyl)butyl)benzylcarbamate FC=1C(=C(CNC(OC(C)(C)C)=O)C=CC1)CC(CC)CO